FC=1C=C(C=C(C1)F)CC=1C=C2C(=NNC2=CC1)NC(C1=C(C=C(C=C1)F)NC1CCN(CC1)C(CCOCCC(=O)N1CCN(CC1)C1=CC=C(C=C1)NC1C(NC(CC1)=O)=O)=O)=O N-[5-[(3,5-difluorophenyl)methyl]-1H-indazol-3-yl]-2-[[1-[3-[3-[4-[4-[(2,6-dioxo-3-piperidyl)amino]phenyl]piperazin-1-yl]-3-oxo-propoxy]propanoyl]-4-piperidyl]amino]-4-fluoro-benzamide